OC1=CC=CC2=C1N=C(S2)NC(=O)[C@H]2[C@H]([C@H]1C=C[C@@H]2C1)C(=O)O (1R,2S,3R,4S)-3-[(4-hydroxy-1,3-benzothiazol-2-yl)carbamoyl]bicyclo[2.2.1]hept-5-ene-2-carboxylic acid